6-Methyl-N-(thiazol-2-yl)-7,8-dihydro-6H-cyclopenta[e][1,2,4]triazolo[4,3-a]pyridine-4-carboxamide CC1CCC2=C1C=C(C=1N2C=NN1)C(=O)NC=1SC=CN1